S-methyl 4-methyl-4-[methyl-[2-(2-pyridylmethoxy)ethyl]amino]pent-2-ynethioate CC(C#CC(SC)=O)(C)N(CCOCC1=NC=CC=C1)C